C(#N)C1=CC(=NC=C1)NC(=O)C1=CC=C(C=C1)B(O)O [4-[(4-cyano-2-pyridyl)carbamoyl]-phenyl]boronic acid